methyl 2-(3-amino-2,6-difluorophenyl)acetate NC=1C(=C(C(=CC1)F)CC(=O)OC)F